COC(=O)C1=CC=2N(N=C1)C(=C(N2)C=2N1C(C(NC=3C=CC=C(C2)C13)=O)CC)C 2-(11-ethyl-10-oxo-1,9-diazatricyclo[6.3.1.04,12]dodeca-2,4,6,8(12)-tetraen-2-yl)-3-methyl-imidazo[1,2-b]pyridazine-7-carboxylic acid methyl ester